1-(4-methoxyphenyl)-3-phenylpropan-1-one COC1=CC=C(C=C1)C(CCC1=CC=CC=C1)=O